CC(/C=C/C(C(=O)O)NC(C1=CC=C(C=C1)C=1SC=CC1)=O)(C)C (E)-5,5-dimethyl-2-[p-(2-thienyl)benzoylamino]-3-hexenoic acid